CC(C)(C)OC(=O)/N=C(\N)/SC 1-N-Boc-2-Methyl-Isothiourea